2,6-dimethyl-8-(tetrahydropyran-2-yloxy)-oct-1-en-3-one CC(=C)C(CCC(CCOC1OCCCC1)C)=O